(R)-1-bromo-8-methyl-3-(3-methyl-1,2,4-thiadiazol-5-yl)-5,6-dihydroimidazo[1,5-a]pyrazine-7(8H)-carboxylic acid tert-butyl ester C(C)(C)(C)OC(=O)N1[C@@H](C=2N(CC1)C(=NC2Br)C2=NC(=NS2)C)C